(2S)-5,5-dimethyl-2-[({5h,7h,8h-pyrano[4,3-b]pyridin-3-yl}methyl)amino]hexanoic acid CC(CC[C@@H](C(=O)O)NCC=1C=C2C(=NC1)CCOC2)(C)C